N-methyl-4-(trifluoromethyl)pyridineamide CNC(=O)C1=NC=CC(=C1)C(F)(F)F